N1=C(C=CC=C1)N1N=CC=2C1=NC(=NC2)C(=O)OC Methyl 1-(pyridin-2-yl)-1H-pyrazolo[3,4-d]pyrimidine-6-carboxylate